BrC=1C(=NC(=CC1)C=1N=NN(C1COC1OCCCC1)C)C 3-bromo-2-methyl-6-(1-methyl-5-(((tetrahydro-2H-pyran-2-yl)oxy)methyl)-1H-1,2,3-triazol-4-yl)pyridine